(rac)-4-{Fluoro[3-(2,2,2-trifluoroethyl)-1H-pyrazol-1-yl]methyl}pyridine F[C@H](C1=CC=NC=C1)N1N=C(C=C1)CC(F)(F)F |r|